FC=1C=C(C=C(C1)F)NC1=NC(=NC(=N1)NCC(C)(C)O)C1=CC=CC(=N1)NC(OC)=O Methyl 6-(4-(3,5-difluorophenylamino)-6-(2-hydroxy-2-methylpropyl-amino)-1,3,5-triazin-2-yl)pyridin-2-ylcarbamate